3-Isobutoxy-1-phenyl-1H-benzo[g]indazol-4,5-dion C(C(C)C)OC1=NN(C=2C3=C(C(C(C12)=O)=O)C=CC=C3)C3=CC=CC=C3